2-((1s,2r)-1-(2-chlorophenyl)-1-(1-ethyl-1H-pyrazol-4-yl)propan-2-yl)-5-hydroxy-N-(isoxazol-4-yl)-1-methyl-6-oxo-1,6-dihydropyrimidine-4-carboxamide ClC1=C(C=CC=C1)[C@@H]([C@@H](C)C=1N(C(C(=C(N1)C(=O)NC=1C=NOC1)O)=O)C)C=1C=NN(C1)CC